3-(5-{4-[4-(4-chlorophenyl)cyclohexyl]piperazin-1-yl}-1H-pyrrolo[3,2-b]pyridin-3-yl)-1-[4-(trifluoromethyl)phenyl]urea ClC1=CC=C(C=C1)C1CCC(CC1)N1CCN(CC1)C1=CC=C2C(=N1)C(=CN2)NC(NC2=CC=C(C=C2)C(F)(F)F)=O